9-((tert-butyldimethylsilyl)oxy)-N-methylnonanamide [Si](C)(C)(C(C)(C)C)OCCCCCCCCC(=O)NC